[Ru].[Ru](Cl)Cl.C1(=CC=CC=C1)PC1=CC=CC=C1.C1(=CC=CC=C1)PC1=CC=CC=C1 bis(diphenylphosphine) ruthenium dichloride Ruthenium